2-isopropyl-malonic acid C(C)(C)C(C(=O)O)C(=O)O